CN1N=CC(=C1C)S(=O)(=O)N1CCC(CC1)C1=CC=NC=C1 4-(1-((1,5-dimethyl-1H-pyrazol-4-yl)sulfonyl)piperidin-4-yl)pyridine